FC1=C(C=O)C(=CC(=C1)C(F)(F)F)O 2-fluoro-6-hydroxy-4-(trifluoromethyl)benzaldehyde